Ethyl 2-(5-amino-3-(4-fluorophenyl)-1H-pyrazol-1-yl)acetate NC1=CC(=NN1CC(=O)OCC)C1=CC=C(C=C1)F